2-(4-(1-((4-methyl-4H-1,2,4-triazol-3-yl)methyl)cyclobutyl)-6-(methylthio)pyridin-2-yl)-6-(((1-methylcyclobutyl)amino)methyl)-4-(trifluoromethyl)isoindolin-1-one CN1C(=NN=C1)CC1(CCC1)C1=CC(=NC(=C1)SC)N1C(C2=CC(=CC(=C2C1)C(F)(F)F)CNC1(CCC1)C)=O